[H-].B1=CCCC1 borolene hydride